2,3-difluoro-4-iodobenzaldehyde FC1=C(C=O)C=CC(=C1F)I